FC1=CC=C(C=C1)CNC1=C(C(=NN1C(=O)C1=C(OC=C1)C)C1C(N(CC1C(F)(F)F)S(=O)(=O)N1CCCC1)=O)OC 3-(5-{[(4-Fluorophenyl)methyl]amino}-4-methoxy-1-(2-methylfuran-3-carbonyl)-1H-pyrazol-3-yl)-1-(pyrrolidin-1-sulfonyl)-4-(trifluoromethyl)pyrrolidin-2-on